N~3~-(3-PYRIDIN-3-YLBENZYL)PYRIDINE-2,3-DIAMINE N1=CC(=CC=C1)C=1C=C(CNC=2C(=NC=CC2)N)C=CC1